2-((2-methylbenzyl)thio)-6-oxo-4-(3,4,5-trimethoxyphenyl)-1,6-dihydropyrimidine-5-carbonitrile CC1=C(CSC=2NC(C(=C(N2)C2=CC(=C(C(=C2)OC)OC)OC)C#N)=O)C=CC=C1